2,2',2''-(hexahydro-1,3,5-triazine-1,3,5-triyl)-triethanol N1(CN(CN(C1)CCO)CCO)CCO